ClC1=CC(=C(OCCO)C=C1)C=1OC(=CC1)P(=O)(OCC)OCC 2-[4-chloro-2-(5-diethoxyphosphoryl-2-furyl)phenoxy]ethanol